C(C)(C)(C)OC(=O)N(C=1C(=NC(=CC1)CC(F)(F)F)C(=O)OC)C(=O)OC(C)(C)C Methyl 3-(di-tert-butoxycarbonylamino)-6-(2,2,2-trifluoroethyl)picolinate